ClC1=NC(=C2NC=NC2=N1)C(=C)OCC 2-chloro-6-(1-ethoxyvinyl)-7H-purine